C1(CC1)NS(=O)(=O)C=1C=NC(=NC1)N1CCC(CC1)N1C2=C(N(C(C1=O)=O)C)C=C(C=N2)F N-cyclopropyl-2-(4-(7-fluoro-1-methyl-2,3-dioxo-2,3-dihydropyrido[2,3-b]pyrazine-4(1H)-yl)piperidin-1-yl)pyrimidine-5-sulfonamide